t-Butyl (3-bromo-5-chlorothieno[3,2-b]pyridin-7-yl)(thiophen-2-ylmethyl)carbamate BrC1=CSC=2C1=NC(=CC2N(C(OC(C)(C)C)=O)CC=2SC=CC2)Cl